NC1=CC(=NC(=N1)C(F)F)NC1=CC(=C(C=N1)C=1C=NN(C1)CC(C)(O)C)OC1CC1 1-(4-(6-((6-amino-2-(difluoromethyl)pyrimidin-4-yl)amino)-4-cyclopropoxypyridin-3-yl)-1H-pyrazol-1-yl)-2-methylpropan-2-ol